ClC1=C(C=CC=C1NC(=O)C=1C(N(C(N(C1)C)=O)C)=O)C1=C(C(=CC=C1)C1=NC(=C(C=C1)CNCCCO)OC)Cl N-(2,2'-dichloro-3'-(5-(((3-hydroxypropyl)amino)methyl)-6-methoxypyridin-2-yl)-[1,1'-biphenyl]-3-yl)-1,3-dimethyl-2,4-dioxo-1,2,3,4-tetrahydropyrimidine-5-carboxamide